(2S,5R)-N-(2-(2-cyclopropyl-4-fluorophenyl)propan-2-yl)-5-(hydroxymethyl)morpholine-2-carboxamide C1(CC1)C1=C(C=CC(=C1)F)C(C)(C)NC(=O)[C@@H]1CN[C@@H](CO1)CO